5,5-dihydroxy-9-({1-[(3-hydroxy-2-methyl-4-oxopyridin-1(4H)-yl)acetyl]azetidin-3-yl}oxy)-5-boranuidatricyclo[5.4.0.02,4]undeca-1(11),7,9-triene-8-carboxylic acid O[B-]1(C2CC2C2=CC=C(C(=C2C1)C(=O)O)OC1CN(C1)C(CN1C(=C(C(C=C1)=O)O)C)=O)O